2-(trimethylsilyl)ethyl 4-((5-(N-(2-cyclopropyl-4-iodo-5-methylphenyl)but-2-ynamido)-1-methyl-1H-pyrazolo[4,3-b]pyridin-3-yl)oxy)-2,2-dimethylcyclohexane-1-carboxylate C1(CC1)C1=C(C=C(C(=C1)I)C)N(C(C#CC)=O)C1=CC=C2C(=N1)C(=NN2C)OC2CC(C(CC2)C(=O)OCC[Si](C)(C)C)(C)C